C(#N)C=1C=C(C=CC1F)NC(N(C)[C@H]1CSCC=2NC(C=3C=C(C(=CC3C21)F)F)=O)=O (R)-3-(3-cyano-4-fluorophenyl)-1-(8,9-difluoro-6-oxo-1,4,5,6-tetrahydro-2H-thiopyrano[3,4-c]isoquinolin-1-yl)-1-methylurea